(R)-S-(2-(3-(2-hydroxy-3-(hydroxymethyl)-3-(methyl-d3)butanamido-4,4,4-d3)propanamido)ethyl) ethanethioate C(C)(SCCNC(CCNC([C@@H](C(C([2H])([2H])[2H])(C([2H])([2H])[2H])CO)O)=O)=O)=O